{4-(naphthalene-2-yl)phenyl}-(phenanthrene-9-yl)-{4''-(naphthalene-1-yl)-(1,1':2',1''-terphenyl)-4'-yl}amine C1=C(C=CC2=CC=CC=C12)C1=CC=C(C=C1)N(C=1C=C(C(=CC1)C1=CC=CC=C1)C1=CC=C(C=C1)C1=CC=CC2=CC=CC=C12)C=1C2=CC=CC=C2C=2C=CC=CC2C1